(4-(4-amino-5-(4-aminophenyl)pyrrolo[2,1-f][1,2,4]triazin-7-yl)piperidin-1-yl)(cyclopropyl)methanone NC1=NC=NN2C1=C(C=C2C2CCN(CC2)C(=O)C2CC2)C2=CC=C(C=C2)N